2-methoxy-N-(3-(8-(7-methyl-2,5,6,7-tetrahydropyrazolo[4,3-b][1,4]oxazin-3-yl)-3-(2,2,2-trifluoroethyl)imidazo[1,2-a]pyridin-2-yl)prop-2-yn-1-yl)-4-(methylsulfonyl)aniline COC1=C(NCC#CC=2N=C3N(C=CC=C3C=3NN=C4C3OCCN4C)C2CC(F)(F)F)C=CC(=C1)S(=O)(=O)C